(2S)-1-(3-(methylsulfonyl)phenoxy)-3-(8-(3-(trifluoromethyl)benzenesulfonyl)-1-oxa-8-azaspiro[4.5]decan-3-ylamino)propan-2-one CS(=O)(=O)C=1C=C(OCC(CNC2COC3(C2)CCN(CC3)S(=O)(=O)C3=CC(=CC=C3)C(F)(F)F)=O)C=CC1